2-(3-(3-Bromo-4-fluorophenyl)-3-methylbutanoyl)-N-methylhydrazinecarbothioamide BrC=1C=C(C=CC1F)C(CC(=O)NNC(NC)=S)(C)C